5-(7-(2,3-dichlorophenyl)-6-fluoro-2-((R)-1-(methoxycarbonyl)pyrrolidin-2-yl)-4-(methylsulfinyl)-1H-pyrrolo[3,2-c][1,6]naphthyridin-1-yl)-2-azabicyclo[2.1.1]hexane-2-carboxylate ClC1=C(C=CC=C1Cl)C=1N=CC=2C3=C(C(=NC2C1F)S(=O)C)C=C(N3C3C1CN(C3C1)C(=O)[O-])[C@@H]1N(CCC1)C(=O)OC